5-[1-(Bicyclo[1.1.1]pentan-1-yl)-1H-1,2,3-triazole-4-carbonyl]-1-methylquinolin-2(1H)-one C12(CC(C1)C2)N2N=NC(=C2)C(=O)C2=C1C=CC(N(C1=CC=C2)C)=O